C(#N)C1=CC=2N(N=C1)C(=CC2)C2=NC=C(C(=O)NC[C@H](C(C)(C)O)F)C(=C2)NC2CCC(CC2)C=2C=NN(C2)C(F)F 6-(3-Cyanopyrrolo[1,2-b]pyridazin-7-yl)-4-(((1R,4R)-4-(1-(difluoromethyl)-1H-pyrazol-4-yl)cyclohexyl)amino)-N-((R)-2-fluoro-3-hydroxy-3-methylbutyl)nicotinamide